4-[6-amino-2-(methylamino)-9H-purin-9-yl]-N-(3-methoxyphenyl)cyclohexanecarboxamide NC1=C2N=CN(C2=NC(=N1)NC)C1CCC(CC1)C(=O)NC1=CC(=CC=C1)OC